2-(dimethylamino)-2-(4-methoxy-3-nitrophenyl)acetonitrile CN(C(C#N)C1=CC(=C(C=C1)OC)[N+](=O)[O-])C